4-(pyridin-4-yl)pyrimidin-2-amine N1=CC=C(C=C1)C1=NC(=NC=C1)N